4,4'-dichloro-2'-(methylthio)-2,3,5',8'-tetrahydro-6'H-spiro[indene-1,7'-quinazoline] ClC1=C2CCC3(CCC=4C(=NC(=NC4C3)SC)Cl)C2=CC=C1